ClC1=C(C(=O)NC2=NC=NN2C2=CC=CC=C2)C=CC(=C1C(=O)N(C)OC)S(=O)(=O)C 2-Chloro-N3-methoxy-N3-methyl-4-(methylsulfonyl)-N1-(1-phenyl-1H-1,2,4-triazol-5-yl)isophthalamid